[1,4]oxazine dihydrochloride Cl.Cl.O1CC=NC=C1